CC1=C(C(=CC=C1)C)NC(=O)C=1C(=C(C(=CC1CCCCC)O)C1=C(C=CC(=C1)C)C(=C)C)O N-(2,6-dimethylphenyl)-2,6-dihydroxy-5'-methyl-4-pentyl-2'-(prop-1-en-2-yl)-[1,1'-biphenyl]-3-carboxamide